(3-(3,6-dimethyl-9H-carbazol-9-yl)phenyl)boronic acid CC=1C=CC=2N(C3=CC=C(C=C3C2C1)C)C=1C=C(C=CC1)B(O)O